C12CN(CC(CC1)N2)C=2C1=C(N=C(N2)OCC2(CC2)CN2CCC(CC2)F)C(=C(N=C1)C1=CC(=CC2=CC=C(C(=C12)C#C)F)O)F 4-(4-(3,8-diazabicyclo[3.2.1]octan-3-yl)-8-fluoro-2-((1-((4-fluoropiperidin-1-yl)methyl)cyclopropyl)methoxy)pyrido[4,3-d]pyrimidin-7-yl)-5-ethynyl-6-fluoronaphthalen-2-ol